(S)-2-((1-(5-([1,1'-biphenyl]-4-yl)-1,3,4-thiadiazol-2-yl)ethyl)carbamoyl)-4-methoxypyridin-3-yl isobutyl carbonate C(OC=1C(=NC=CC1OC)C(N[C@@H](C)C=1SC(=NN1)C1=CC=C(C=C1)C1=CC=CC=C1)=O)(OCC(C)C)=O